C(CCCC(=O)OCC(CCCC)CC)(=O)OCC(CCCC)CC di(2-ethylhexyl) glutarate